BrC=1C=C(OC=2C=NN(C2C(=O)OC)C(C)(C)C)C=CC1 methyl 4-(3-bromophenoxy)-1-(tert-butyl)-1H-pyrazole-5-carboxylate